2-(3-(2-Chloro-3-(3-(3-hydroxypyrrolidin-1-yl)propoxy)phenyl)anilino)benzisothiazol tert-butyl-4-(5-((4-fluorophenyl)(hydroxy)methyl)pyrimidin-2-yl)piperazine-1-carboxylate C(C)(C)(C)C1N(CCN(C1)C1=NC=C(C=N1)C(O)C1=CC=C(C=C1)F)C(=O)O.ClC1=C(C=CC=C1OCCCN1CC(CC1)O)C=1C=C(NN2SC3=C(C2)C=CC=C3)C=CC1